N-(tert-butyl)-1-methoxypropan-2-amine C(C)(C)(C)NC(COC)C